C(CC)(=O)[O-].[Gd+3].C(CC)(=O)[O-].C(CC)(=O)[O-] Gadolinium propionate